N-[[4-(trifluoromethoxy)phenyl]methyl]azetidin-3-amine FC(OC1=CC=C(C=C1)CNC1CNC1)(F)F